2-chloro-N-(2-methyl-4-nitro-phenyl)acetamide ClCC(=O)NC1=C(C=C(C=C1)[N+](=O)[O-])C